C[C@](N(C(=O)N1CCN(CCC1)C(=O)[C@@H]1N(CC1)C(C1=CC=CC=C1)(C1=CC=CC=C1)C1=CC=CC=C1)C)(C(C)C)C(=O)O methyl-N-methyl-N-(4-((R)-1-tritylazetidine-2-carbonyl)-1,4-diazepan-1-carbonyl)-L-valine